BrC1CCC2=C(C=C3N2CCN(C3=O)C3CC3)O1 bromo-8-cyclopropyl-3,4,7,8-tetrahydro-2H-pyrano-[2',3':4,5]pyrrolo[1,2-a]pyrazin-9(6H)-one